ClC=1C=C2C(=CC1)NC(C21CCN(CC1)CCOC1=CC2=C(NC(=N2)C2CN(C2)S(=O)(=O)C)C(=C1)C(F)(F)F)=O 5-chloro-1'-{2-[2-(1-mesyl-3-azetidinyl)-7-(trifluoromethyl)-1H-1,3-benzimidazol-5-yloxy]ethyl}spiro[indoline-3,4'-piperidin]-2-one